CC(C(=O)O)C(=CCCCC)C 2,3-dimethyl-3-octenoic acid